ClC=1C=NC2=C(C(=CC=C2C1)Cl)Cl 3,7-dichloroquinolin-8-yl chloride